O1CC(C1)CN1C2COCC1CC(C2)NC(=O)C2=C1N(C=3C=CC=CC23)CCC1 N-(9-(oxetan-3-ylmethyl)-3-oxa-9-azabicyclo[3.3.1]nonan-7-yl)-2,3-dihydro-1H-pyrrolo[1,2-a]indole-9-carboxamide